CC1=C(C=CC=C1C)N1CCN(CC1)C(CN1N=C(C2=C1C[C@@H]1[C@H]2C1)C(=O)N1CC(CCC1)N1C(CCC1)=O)=O 1-{1-[(3bR,4aR)-1-{2-[4-(2,3-dimethylphenyl)piperazin-1-yl]-2-oxoethyl}-3b,4,4a,5-tetrahydro-1H-cyclopropa[3,4]cyclopenta[1,2-c]pyrazole-3-carbonyl]piperidin-3-yl}pyrrolidin-2-one